ClC=1C(=NC=CC1)N1N=C(C=C1C(=O)O)COC 2-(3-chloro-2-pyridinyl)-5-(methoxymethyl)pyrazole-3-carboxylic acid